(R)-3-((1-(3-cyclohexyl-2-methylpropionyl)-4-hydroxypiperidin-4-yl)methyl)-6-(2-fluorophenyl)pyrimidin-4(3H)-one C1(CCCCC1)C[C@H](C(=O)N1CCC(CC1)(O)CN1C=NC(=CC1=O)C1=C(C=CC=C1)F)C